6-(4,7-diazaspiro[2.5]oct-4-yl)-8-methyl-2-[4-(4-methylpiperazin-1-yl)anilino]pyrido[2,3-d]pyrimidin-7-one C1CC12N(CCNC2)C2=CC1=C(N=C(N=C1)NC1=CC=C(C=C1)N1CCN(CC1)C)N(C2=O)C